N-(2-Cyano-3-(1-methyl-1H-indazol-4-yl)phenyl)-1-methyl-4,5,6,7-tetrahydro-1H-imidazo[4,5-c]pyridin-2-carboxamid C(#N)C1=C(C=CC=C1C1=C2C=NN(C2=CC=C1)C)NC(=O)C=1N(C2=C(CNCC2)N1)C